CC(C(C)O)(C)SS(=O)(=O)C 3-methyl-3-methylsulfonylsulfanyl-butan-2-ol